ClC1=C(C(=O)N[C@H]2[C@H]3CC[C@@H](C2)N3C#N)C=CC(=C1)C1=NC(=CC=C1)OCC(F)(F)F 2-chloro-N-((1R,2R,4S)-7-cyano-7-azabicyclo[2.2.1]heptan-2-yl)-4-(6-(2,2,2-trifluoroethoxy)-2-pyridinyl)benzamide